(3R)-3-{[2-(1-methyl-1H-pyrazol-4-yl)[1,2,4]triazolo[1,5-c]quinazolin-5-yl]amino}piperidin-2-one CN1N=CC(=C1)C1=NN2C(=NC=3C=CC=CC3C2=N1)N[C@H]1C(NCCC1)=O